4-{[(2R)-4-[(2-{3-[(2R)-2,4-dihydroxy-3,3-dimethylbutanamido]propanamido}ethyl)sulfanyl]-4-oxobutan-2-yl]oxy}-4-oxobutanoic acid O[C@@H](C(=O)NCCC(=O)NCCSC(C[C@@H](C)OC(CCC(=O)O)=O)=O)C(CO)(C)C